C(C)(C)(C)N(C(=O)OCC(CS)S)CCCC(C1=NC2=C(N1)C=CC=C2)N 2,3-bis(sulfanyl)propan-1-ol tert-butyl-(4-amino-4-(1H-benzo[d]imidazol-2-yl)butyl)carbamate